C1(CCC1)S(=O)(=O)N=C1CC=C(N=C1)N1N=C(C(=C1O)C1=CC=C(C#N)C=C1)C 4-(1-(5-(cyclobutanesulfonylimino)pyridin-2-yl)-5-hydroxy-3-methyl-1H-pyrazol-4-yl)benzonitrile